7-(3,4-dibromophenyl)-2-oxa-7-azaspiro[4.4]nonane-1,6-dione BrC=1C=C(C=CC1Br)N1C(C2(CCOC2=O)CC1)=O